FC(F)OCC(C(F)(F)F)(F)F 2,2,3,3,3-pentafluoropropyl difluoromethyl ether